C(C)(C)(C)N(C(=O)OC=1C=2C(=CNC2C(=CC1)CCO)CCN(C)C)C=1SC2=NC(=CC=C2N1)Br 3-[2-(dimethylamino)ethyl]-7-(2-hydroxyethyl)indol-4-ol tert-butyl-(5-bromothiazolo[5,4-b]pyridin-2-yl)carbamate